O=C1NC(CCC1N1C(C2=CC=C(C=C2C1)N1CCN(CC1)CC1CCN(CC1)C=1C=C(C=CC1)S(=O)(=O)N1CCC(CC1)NC(OC(C)(C)C)=O)=O)=O tert-Butyl (1-((3-(4-((4-(2-(2,6-dioxopiperidin-3-yl)-1-oxoisoindolin-5-yl)piperazin-1-yl)-methyl)piperidin-1-yl)phenyl)sulfonyl)piperidin-4-yl)carbamate